O1CCC2=C1C=C(C=C2)S(=O)(=O)N2CCC(CC2)CN2N=NC(=C2)C2=C(NC1=CC=C(C=C21)F)C(=O)OCC(C)C Isobutyl 3-(1-((1-((2,3-dihydrobenzofuran-6-yl)sulfonyl)piperidin-4-yl)methyl)-1H-1,2,3-triazol-4-yl)-5-fluoro-1H-indol-2-carboxylat